(5,6-dihydro-4H-thieno[2,3-b]thiopyran-4-yl)methanamine S1C=CC2=C1SCCC2CN